1-(3,3-Difluoro-4-phenylpiperidin-1-yl)-2-{3-[(2R,6S)-2,6-dimethylmorpholin-4-carbonyl]-5,6-dihydrocyclopenta[c]pyrazol-1(4H)-yl}ethan-1-on FC1(CN(CCC1C1=CC=CC=C1)C(CN1N=C(C2=C1CCC2)C(=O)N2C[C@H](O[C@H](C2)C)C)=O)F